1-(4-chlorobenzyl)-3-(6-((phenylsulfonyl)methyl)spiro[3.3]hept-2-yl)urea ClC1=CC=C(CNC(=O)NC2CC3(C2)CC(C3)CS(=O)(=O)C3=CC=CC=C3)C=C1